CN(C(=O)NC=1N=NC=C(C1)C(F)(F)F)C1CC2(CN(C2)C(=O)C=2C=NN3C2C=CC=C3)C1 1-methyl-1-(2-(pyrazolo[1,5-a]pyridine-3-carbonyl)-2-azaspiro[3.3]heptan-6-yl)-3-(5-(trifluoromethyl)pyridazin-3-yl)urea